N-(1-(1-methyl-1H-imidazol-2-yl)ethyl)-5-(4-(trifluoromethyl)phenoxy)-2-naphthamide CN1C(=NC=C1)C(C)NC(=O)C1=CC2=CC=CC(=C2C=C1)OC1=CC=C(C=C1)C(F)(F)F